BrC=1C(=C(N(C1)CCCNC(=O)OC(C)(C)C)C(=O)OCC)F Ethyl 4-bromo-1-(3-((tert-butoxycarbonyl)amino)propyl)-3-fluoro-1H-pyrrole-2-carboxylate